COC=1C=C2CN(CC2=CC1OC)C(\C=C\C1=C(N(C2N=CN=CC21)C)C2=CC=CC=C2)=O (E)-1-(5,6-dimethoxyisoindolin-2-yl)-3-(7-methyl-6-phenyl-4a,7a-dihydro-7H-pyrrolo[2,3-d]pyrimidin-5-yl)prop-2-en-1-one